S1C(=NC=C1)NNC(C=C)=O N'-(thiazol-2-yl)acrylohydrazide